(1-Ethyl-2,3,4,5-tetramethylcyclopentadienyl)(2-isobutylindenyl)zirconium dibromide [Br-].[Br-].C(C)C1(C(=C(C(=C1C)C)C)C)[Zr+2]C1C(=CC2=CC=CC=C12)CC(C)C